C(#N)C=1C=C(C(=O)NC2=CC(=CC=C2)C2=CC3=C(N(C(=N3)COC)C)C=C2C(F)(F)F)C=CC1NC(\C=C\CNC1CCC(CC1)OC)=O 3-cyano-4-((E)-4-(((1r,4r)-4-methoxycyclohexyl)amino)but-2-enamido)-N-(3-(2-(methoxymethyl)-1-methyl-6-(trifluoromethyl)-1H-benzo[d]imidazol-5-yl)phenyl)benzamide